ClC=1C=C(C=CC1F)C(C=1N(C(=CN1)CCCCO)COCC[Si](C)(C)C)C1=CC(=C(C=C1)F)Cl 4-(2-(bis(3-chloro-4-fluorophenyl)methyl)-1-((2-(trimethylsilyl)ethoxy)methyl)-1H-imidazol-5-yl)butan-1-ol